FC(C1=NN=C(O1)C1=CN=C(S1)CN(S(=O)(=O)C)C1=NC=CN=C1)F N-((5-(5-(difluoromethyl)-1,3,4-oxadiazol-2-yl)thiazol-2-yl)methyl)-N-(pyrazin-2-yl)methanesulfonamide